N-(4-chlorobenzo[d]isoxazol-3-yl)-3-(methoxymethyl)benzenesulfonamide lithium [Li].ClC1=CC=CC2=C1C(=NO2)NS(=O)(=O)C2=CC(=CC=C2)COC